2-(2,4-dioxotetrahydropyrimidin-1(2H)-yl)-5-((4-(4-methylthiophen-3-yl)piperazin-1-yl)methyl)isoindoline-1,3-dione O=C1N(CCC(N1)=O)N1C(C2=CC=C(C=C2C1=O)CN1CCN(CC1)C1=CSC=C1C)=O